O1COC2=C1C=CC(=C2)CC(=O)NC2=CC=C(C=C2)C2=NC=NC1=CC(=C(C=C21)OC)OCC2CCNCC2 2-(benzo[d][1,3]dioxol-5-yl)-N-(4-(6-methoxy-7-(piperidin-4-ylmethoxy)quinazolin-4-yl)phenyl)acetamide